(1R,3S)-3-(3-((1-methyl-3-oxo-2,3-dihydro-1H-indazol-6-yl)amino)-1H-pyrazol-5-yl)cyclopentyl isopropylcarbamate C(C)(C)NC(O[C@H]1C[C@H](CC1)C1=CC(=NN1)NC1=CC=C2C(NN(C2=C1)C)=O)=O